methyl 3-(2-(3-fluoro-4-methyl-5-nitrophenyl)oxazol-4-yl)azetidine-1-carboxylate FC=1C=C(C=C(C1C)[N+](=O)[O-])C=1OC=C(N1)C1CN(C1)C(=O)OC